NC1=NC2=CC(=CC=C2C=C1)CC[C@@]12[C@H]([C@H]([C@@H]([C@H]2C1)N1C=CC2=C1N=CN=C2N)O)O 2-amino-7-(2-((1R,2R,3S,4R,5S)-4-(4-Amino-7H-pyrrolo[2,3-d]pyrimidin-7-yl)-2,3-dihydroxybicyclo[3.1.0]hexan-1-yl)ethyl)quinoline